lysine ibuprofen salt OC(=O)C(C)C1=CC=C(CC(C)C)C=C1.N[C@@H](CCCCN)C(=O)O